FC=1C(=NC(=NC1)N[C@@H]1[C@@H](CN(CC1)S(=O)(=O)C)C)C1=C(C2=C(C3(N(C2=O)C)CC3)S1)C 2'-[5-Fluoro-2-[[(3R,4S)-3-methyl-1-methylsulfonyl-piperidin-4-yl]amino]pyrimidin-4-yl]-3',5'-dimethylspiro[cyclopropane-1,6'-thieno[2,3-c]pyrrole]-4'-one